C1(CC1)C=1C=C(C=2N(C1)C=C(N2)C(C)NC2=CC(=NC(=N2)C)NC(=O)[C@@H]2[C@H](C2)C2=NC=CC(=N2)C)S(=O)(=O)C (1S,2S)-N-(6-((1-(6-cyclopropyl-8-(methylsulfonyl)imidazo[1,2-a]pyridin-2-yl)ethyl)amino)-2-methylpyrimidin-4-yl)-2-(4-methylpyrimidin-2-yl)cyclopropane-1-carboxamide